[Cl-].C1(=CC=CC=C1)N1NC(=NN1C1=CC=C(C=C1)C=CC1=CC=CC=C1)C1=CC=CC=C1 2,5-diphenyl-3-(4-styrylphenyl)tetrazole chloride